C(=O)C1=C(C=C(C=C1)C1=NC=CC(=C1C)C=1C(=C(C=CC1)C1=NC(=C(C=O)C=C1)OC)C)OC 6-(3-(2-(4-formyl-3-methoxyphenyl)-3-methylpyridin-4-yl)-2-methylphenyl)-2-methoxynicotinaldehyde